3-bromo-6-(2-fluorophenyl)-2,7-dimethoxynaphthalene BrC=1C(=CC2=CC(=C(C=C2C1)C1=C(C=CC=C1)F)OC)OC